N-methoxycarbamate CONC([O-])=O